C(C)(C)OC(=O)C=1C(=NC(=NC1)NC1=C(C=C(C(=C1)[N+](=O)[O-])N(C)CCN(C)C)OC)C1=C2C=CN(C2=CC(=C1)C(N)=O)C 4-(6-carbamoyl-1-methyl-1H-indol-4-yl)-2-((4-((2-(dimethylamino)ethyl)(methyl)amino)-2-methoxy-5-nitrophenyl)amino)pyrimidine-5-carboxylic acid isopropyl ester